C(C)(C)(C)OC(N[C@H]1C[C@@H](OC[C@@H]1O[C@H](COCC1=CC=CC=C1)C)C(=O)N1[C@H](C2=CC=CC=C2CC1)C1=CC=C(C=C1)F)=O ((2r,4S,5r)-5-(((S)-1-(benzyloxy)propan-2-yl)oxy)-2-((S)-1-(4-fluorophenyl)-1,2,3,4-tetrahydroisoquinoline-2-carbonyl)tetrahydro-2H-pyran-4-yl)carbamic acid tert-butyl ester